N-(6-bromo-4-(methylamino)pyridin-3-yl)-2-(4-(6-((4-chloro-2-fluorobenzyl)oxy)pyridin-2-yl)piperidin-1-yl)acetamide BrC1=CC(=C(C=N1)NC(CN1CCC(CC1)C1=NC(=CC=C1)OCC1=C(C=C(C=C1)Cl)F)=O)NC